3-(2-chloro-3-(hydroxymethyl)pyridin-4-yl)-3-hydroxypiperidine-1-carboxylic acid tert-butyl ester C(C)(C)(C)OC(=O)N1CC(CCC1)(O)C1=C(C(=NC=C1)Cl)CO